(R)-(1-(6-(6-(Difluoromethyl)imidazo[1,2-b]pyridazin-3-yl)pyrimidin-4-yl)piperidin-3-yl)methanol FC(C=1C=CC=2N(N1)C(=CN2)C2=CC(=NC=N2)N2C[C@@H](CCC2)CO)F